CCCCCCCCC1=CC=C(C=C1)NC2=CC=C(C=C2)CCCCCCCC p,p'-dioctyldiphenylamine